NC=1NC(C=2N=C(N(C2N1)CC1=CC=C(C=C1)F)Br)=O 2-amino-8-bromo-9-(4-fluorobenzyl)-1,9-dihydro-6H-purin-6-one